2-(4-(2-(pyridin-2-yldisulfaneyl)ethyl)piperazin-1-yl)ethan-1-ol N1=C(C=CC=C1)SSCCN1CCN(CC1)CCO